Cl.NS(=O)(=O)N azanesulfonamide hydrochloride